NC1=C(C(=NN1C1CCCC1)C1=CC(=C(C=C1)CNC(C1=C(C=CC=C1)OC)=O)F)C(=O)N 5-Amino-1-cyclopentyl-3-[3-fluoro-4-[[(2-methoxybenzoyl)amino]methyl]phenyl]pyrazole-4-carboxamide